(S)-(4-(benzo[d]thiazol-2-yl)-7,8-dihydroimidazo[4,5-c]azepin-5(1H,4H,6H)-yl)(2-(2-cyclopropylethyl)-4-(trifluoromethyl)oxazol-5-yl)methanone S1C(=NC2=C1C=CC=C2)[C@H]2N(CCCC1=C2N=CN1)C(=O)C1=C(N=C(O1)CCC1CC1)C(F)(F)F